3-(2,5-difluorophenyl)-3-(2H-indazol-2-yl)-2,2-dimethylpropane-1-ol FC1=C(C=C(C=C1)F)C(C(CO)(C)C)N1N=C2C=CC=CC2=C1